hydroxy-N-[1-methyl-5-oxo-3-phenyl-4-(propan-2-yl)-4,5-dihydro-1H-pyrazol-4-yl]carbamic acid tert-butyl ester C(C)(C)(C)OC(N(C1(C(=NN(C1=O)C)C1=CC=CC=C1)C(C)C)O)=O